BrCCCCCC(OCCCCCCCCCC)O[Si](C)(C)CCCCCC ((6-bromo-1-(decyloxy)hexyl)oxy)(hexyl)dimethylsilane